(1S,3aR,6aS)-N-((S)-1-cyano-2-((S)-2-oxopiperidin-3-yl)ethyl)-2-((S)-3,3-dimethyl-2-(2,2,2-trifluoroacetamido)butanoyl)octahydrocyclopenta[c]pyrrole-1-carboxamide C(#N)[C@H](C[C@H]1C(NCCC1)=O)NC(=O)[C@H]1N(C[C@H]2[C@@H]1CCC2)C([C@H](C(C)(C)C)NC(C(F)(F)F)=O)=O